OC=1C=C(C=C(C1)O)CC(=O)OCCCCCCCCCCCCC tridecyl 3,5-dihydroxyphenylacetate